(R)-6,6'-dimethyl-3,3'-di-t-butyl-5,5'-dibromo-2,2'-biphenol CC=1C(=CC(=C(C1O)C=1C(=C(C(=CC1C(C)(C)C)Br)C)O)C(C)(C)C)Br